CS(=O)(=NC1=NC(=CC(=C1)N1[C@@H](COCC1)C)C=1C=NN(C1)C)C (R)-dimethyl((6-(1-methyl-1H-pyrazol-4-yl)-4-(3-methylmorpholino)pyridin-2-yl)imino)-λ6-sulfanone